FC=1C=C(C=NC1)S(=O)(=O)N([C@@H](C(F)(F)F)C1=CC=C(C=C1)C)C (R)-5-fluoro-N-methyl-N-(2,2,2-trifluoro-1-(p-tolyl)ethyl)pyridine-3-sulfonamide